2-(prop-2-yn-1-yl)-1,2,3,4-tetrahydroisoquinoline C(C#C)N1CC2=CC=CC=C2CC1